FC1=C(C=C(C(=C1)C)C1=CC(=NC(=C1)N1CCOCC1)OCCO)NC(=O)N1C[C@H](SCC1)C(F)(F)F (S)-N-(2-fluoro-5-(2-(2-hydroxyethoxy)-6-morpholinopyridin-4-yl)-4-methylphenyl)-2-(trifluoromethyl)thiomorpholine-4-carboxamide